C(CCCC)CC(=O)O amylacetic acid